ClC=1C=[N+](C=C(C1C[C@H](OC(C1=C(C=CC(=C1)CS(=O)(=O)C)OC)=O)C1=CC(=C(C=C1)OC(F)F)OCC1CC1)Cl)[O-] (S)-3,5-dichloro-4-(2-(3-(cyclopropylmethoxy)-4-(difluoromethoxy)-phenyl)-2-(2-methoxy-5-(methylsulfonylmethyl)benzoyloxy)ethyl)pyridine 1-oxide